C1(C=CC=C1)[Ti](C1=C(C=C(C=C1F)F)F)(C1=C(C=C(C=C1F)F)F)C1C=CC=C1 dicyclopentadienyl-bis(2,4,6-trifluorophenyl)titanium